BrC=1C=C(C=CC1)S(=O)(=O)N1CCOCC1 4-((3-bromophenyl)sulfonyl)morpholine